(1S,4S,5R)-5-[[4-cyclopropyl-1-(2,6-dichlorophenyl)-1H-pyrazol-5-yl]methoxy]-2-azabicyclo[2.2.1]heptane-2-carboxylic acid benzyl ester C(C1=CC=CC=C1)OC(=O)N1[C@@H]2C[C@H]([C@H](C1)C2)OCC2=C(C=NN2C2=C(C=CC=C2Cl)Cl)C2CC2